(4-(((3R,6S)-6-(hydroxymethyl)tetrahydro-2H-pyran-3-yl)amino)-5-methoxy-1H-pyrrolo[2,3-b]pyridin-3-yl)(2-methyl-4-phenoxyphenyl)methanone OC[C@@H]1CC[C@H](CO1)NC1=C2C(=NC=C1OC)NC=C2C(=O)C2=C(C=C(C=C2)OC2=CC=CC=C2)C